2-[[3-morpholinosulfonyl-6-(oxazol-2-ylamino)-4-quinolyl]amino]benzoic acid O1CCN(CC1)S(=O)(=O)C=1C=NC2=CC=C(C=C2C1NC1=C(C(=O)O)C=CC=C1)NC=1OC=CN1